C1=CC(=CC=C1CO)[N+](=O)[O-] p-Nitrobenzyl Alcohol